C(C1=CC=CC=C1)OC1=C(C(=CC(=C1)NC1=NC=C(C=N1)Cl)F)C1=CC=CO1 5-[2-benzyloxy-4-[(5-chloropyrimidin-2-yl)amino]-6-fluoro-phenyl]-1,1-dioxol